5,6-bis(trifluoromethyl)bicyclo[2.2.1]hept-2-ene FC(C1C2C=CC(C1C(F)(F)F)C2)(F)F